Rac-(4-aminoimidazo[1,5-a]pyrido[3,4-e]pyrazin-8-yl)((4aS,9bS)-7-(trifluoromethyl)-4a,9b-dihydro-2H-spiro[benzofuro[3,2-b]pyridine-3,1'-cyclobutan]-1(4H)-yl)methanone NC=1C=2N(C3=C(N1)C=NC(=C3)C(=O)N3[C@@H]1[C@H](CC4(CCC4)C3)OC3=C1C=CC(=C3)C(F)(F)F)C=NC2 |r|